6-((2-amino-6-chloro-1-(1-propyl-1H-pyrazol-4-yl)-1H-indol-3-yl)thio)picolinic acid NC=1N(C2=CC(=CC=C2C1SC1=CC=CC(=N1)C(=O)O)Cl)C=1C=NN(C1)CCC